C(CCCCCCCCCCCCCCCCC)[Si](Cl)(OCC)OCC octadecyldiethoxychlorosilane